2,2,2-trichloroethyl N-[5-tert-butyl-2-(6-quinolyl)pyrazol-3-yl]-N-(2,2,2-trichloroethoxycarbonyl)carbamate C(C)(C)(C)C=1C=C(N(N1)C=1C=C2C=CC=NC2=CC1)N(C(OCC(Cl)(Cl)Cl)=O)C(=O)OCC(Cl)(Cl)Cl